BrC1=C(C=C(C=C1)C(C)C)C(C)C 4-bromo-1,3-diisopropylbenzene